CC1=C(C=CC=C1C)N1CCN(CC1)C(CN1N=C(C2=C1CCC2)C(=O)N2CCN(CC2)CCO)=O 1-[4-(2,3-Dimethylphenyl)piperazin-1-yl]-2-{3-[4-(2-hydroxyethyl)piperazin-1-carbonyl]-5,6-dihydrocyclopenta[c]pyrazol-1(4H)-yl}ethan-1-on